(3R,4R)-1-cyclopentyl-4-{[3-(2,4-difluoro-phenyl)-isoxazole-5-carbonyl]-amino}-piperidine-3-carboxylic acid dimethylamide CN(C(=O)[C@@H]1CN(CC[C@H]1NC(=O)C1=CC(=NO1)C1=C(C=C(C=C1)F)F)C1CCCC1)C